(p-toluenesulfonyloxy)-2-naphthoate CC1=CC=C(C=C1)S(=O)(=O)OC1=C(C=CC2=CC=CC=C12)C(=O)[O-]